ClC1=C(C(=CC=C1)Cl)N1N=C(C(=C1)NC=1C=NN(C1)CC(=O)N1CCOCC1)C(=O)N 1-(2,6-dichlorophenyl)-4-((1-(2-morpholino-2-oxoethyl)-1H-pyrazol-4-yl)amino)-1H-pyrazole-3-carboxamide